C1(CC1)CCNC=1N=CC2=C(N1)N(C=C2C2=CC=C(C=C2)CN2CCN(CC2)C)[C@@H]2CC[C@H](CC2)O trans-4-[2-[(2-cyclopropylethyl)amino]-5-[4-[(4-methyl-1-piperazinyl)methyl]phenyl]-7H-pyrrolo[2,3-d]pyrimidin-7-yl]cyclohexanol